BrC1=CC=C(C=C1)CO[C@@H]1[C@H](CCC1)NC(OC(C)(C)C)=O tert-butyl {(1S,2S)-2-[(4-bromophenyl)methoxy]cyclopentyl}carbamate